2-bromomethyl-1,3,5-trifluorobenzene BrCC1=C(C=C(C=C1F)F)F